N(=[N+]=[N-])[C@@H]1[C@H]([C@H]([C@H](O[C@H]1C)NC=1C2=C(N=CN1)OC=C2)O)O (2S,3R,4R,5R,6S)-5-azido-2-(furo[2,3-d]pyrimidin-4-ylamino)-6-methyl-tetrahydropyran-3,4-diol